CN[C@@H](CCC(N)=O)C(=O)O N-methyl-L-glutamine